C(C1=CC=CC=C1)OC1=CC=C(OCC2CO2)C=C1 1-(4-benzyloxyphenoxy)-2,3-epoxypropane